C(C1=CC=CC=C1)OC1=NN=NC=C1 benzyloxy-triazine